7-(2-fluorophenyl)-1-(4-methyl-2-(2-propanyl)-3-pyridinyl)pyrido[2,3-d]pyrimidin-2(1H)-one FC1=C(C=CC=C1)C=1C=CC2=C(N(C(N=C2)=O)C=2C(=NC=CC2C)C(C)C)N1